C(CCC)NP(N)(N)=S N-(butyl)thiophosphoric triamide